CN([C@H]([C@@H](O)C)C(=O)O)C(=O)OC(C)(C)C methyl-(t-butoxycarbonyl)-D-threonine